Methyl-(S,E)-(7-amino-1-((1-((7-neopentyl-1H-benzo[d]imidazol-2-yl)methyl)-2-oxo-1,2-dihydropyridin-3-yl)amino)-1,7-dioxohept-5-en-2-yl)carbamat COC(N[C@H](C(=O)NC=1C(N(C=CC1)CC1=NC2=C(N1)C(=CC=C2)CC(C)(C)C)=O)CC\C=C\C(=O)N)=O